FC1=C2C3(C(NC2=CC(=C1)F)=O)CC3 4',6'-difluorospiro[cyclopropane-1,3'-indol]-2'-one